FC1=C(CC2=CN=C(S2)N)C=C(C=C1)F 5-(2,5-difluorobenzyl)thiazol-2-amine